NC1CC(C(C1)F)F 1-AMINO-3,4-DIFLUOROCYCLOPENTANE